(1s,4s)-4-(3-chloro-4-(9-(3-chlorobenzyl)-6-(1-methylcyclopropoxy)-9H-purin-8-yl)phenoxy)cyclohexane-1-carboxylic acid ClC=1C=C(OC2CCC(CC2)C(=O)O)C=CC1C=1N(C2=NC=NC(=C2N1)OC1(CC1)C)CC1=CC(=CC=C1)Cl